FC(CN)(C(OC)C1=CC=C(C=C1)F)F 2,2-difluoro-3-(4-fluorophenyl)-3-methoxypropan-1-amine